N-(3,5-dibromo-4-hydroxy-benzoyl)-glycyl-glycyl-glycine BrC=1C=C(C(=O)NCC(=O)NCC(=O)NCC(=O)O)C=C(C1O)Br